ClC1=C(C=C(N=N1)NC(C(C)(C)C)=O)C(COC1CC1)N1C(C2=CC=CC=C2C1=O)=O N-(6-chloro-5-(2-cyclopropoxy-1-(1,3-dioxoisoindolin-2-yl)ethyl)pyridazin-3-yl)pivalamide